1-[4-(difluoromethoxy)phenyl]-N-(1H-indol-6-yl)-3-methyl-5-oxo-4H-pyrazole-4-carboxamide FC(OC1=CC=C(C=C1)N1N=C(C(C1=O)C(=O)NC1=CC=C2C=CNC2=C1)C)F